C(#N)C=1C=C(C=CC1)NC(OC[C@@]1(OC2=C(C1)C1=C(N=C(S1)C1=C3N=CC(=NC3=CC(=C1)C)OC)C=C2)C)=O (R)-(2-(2-methoxy-7-methylquinoxalin-5-yl)-7-methyl-7,8-dihydrobenzofuro[5,4-d]thiazol-7-yl)methyl (3-cyanophenyl)carbamate